N1(CCC2=CC=CC=C12)C(C)=O 1-(indolin-1-yl)ethanone